CC1(SCC=2C(NNC(C21)=O)=O)C 5,5-dimethyl-2,3,5,7-tetrahydrothieno[3,4-d]pyridazine-1,4-dione